C(C)(=O)NC1=C(C(=C(S1)C(=O)O)C)C(=O)O 5-(acetylamino)-3-methyl-2,4-thiophenedicarboxylic acid